1'-((4-nitro-1,2-phenylene)bis(oxy))bis(undecan-1-ol) [N+](=O)([O-])C1=CC(=C(C=C1)OCCCCCCCCCCCO)OCCCCCCCCCCCO